BrC1=CC(=C(CC=2N(C3=C(N2)SC(=C3)C(=O)OC)C[C@H]3OCC3)C=C1F)F methyl (S)-2-(4-bromo-2,5-difluorobenzyl)-1-(oxetan-2-ylmethyl)-1H-thieno[2,3-d]imidazole-5-carboxylate